triazolo[1,5-c]pyrimidin-5-amin N1=NC=C2N1C=NC(=C2)N